CO[Si](CCNC(NCC[Si](OC)(OC)OC)=O)(OC)OC bis(2-trimethoxysilylethyl)urea